BrCC1=NC(=C(N=C1C)C)Cl 2-(bromomethyl)-6-chloro-3,5-dimethylpyrazine